1-benzyl-N,N,2-trimethyl-4-pivaloyloxy-1H-benzo[d]imidazole-6-carboxamide C(C1=CC=CC=C1)N1C(=NC2=C1C=C(C=C2OC(C(C)(C)C)=O)C(=O)N(C)C)C